(2-(benzyloxy)-3-fluorophenyl)boronic acid methyl-(1r,4r)-1-((2'-(benzyloxy)-3',6-difluoro-[1,1'-biphenyl]-3-yl)methyl)-4-(methylsulfonamido)cyclohexane-1-carboxylate COC(=O)C1(CCC(CC1)NS(=O)(=O)C)CC=1C=C(C(=CC1)F)C1=C(C(=CC=C1)F)OCC1=CC=CC=C1.C(C1=CC=CC=C1)OC1=C(C=CC=C1F)B(O)O